C(N)(=O)CC(CC(=O)O)NC(=O)C1=CC(=CC=C1)C1=NOC(=N1)C 4-carbamoyl-3-{[3-(5-methyl-1,2,4-oxadiazol-3-yl)phenyl]-formamido}butanoic acid